C(#C)C=1N(C=CC1)COCC[Si](C)(C)C 2-ethynyl-1-((2-(trimethylsilyl)ethoxy)methyl)-1H-pyrrole